ClC1=C(C=CC=C1)CN1N=C(C=C1C1=CC=C2C=CN(C2=C1)C)COC(C(=O)O)(C)C 2-([1-[(2-Chlorophenyl)methyl]-5-(1-methyl-1H-indol-6-yl)-1H-pyrazol-3-yl]-methoxy)-2-methylpropanoic acid